ethyl 7-[5-(chloromethyl)-1,3-dimethyl-1H-pyrazol-4-yl]-1-[5-(methylamino)pentyl]-3-[3-(naphthalen-1-yloxy)propyl]-1H-indole-2-carboxylate hydrochloric acid salt Cl.ClCC1=C(C(=NN1C)C)C=1C=CC=C2C(=C(N(C12)CCCCCNC)C(=O)OCC)CCCOC1=CC=CC2=CC=CC=C12